FC=1C=C(CN(C(OC(C)(C)C)=O)C)C=C(C1C=1N=CC2=C(N1)C(=NN2COCC[Si](C)(C)C)I)F tert-Butyl 3,5-difluoro-4-(3-iodo-1-((2-(trimethylsilyl)ethoxy)methyl)-1H-pyrazolo[4,3-d]pyrimidin-5-yl)benzyl(methyl)carbamate